(4-(2-(2-aminopyridin-3-yl)-3H-imidazo[4,5-b]pyridin-3-yl)benzyl)-6-fluorobenzo[d]thiazole-2,4-dicarboxamide NC1=NC=CC=C1C1=NC=2C(=NC=CC2)N1C1=CC=C(CC2=C(C=C3C(N=C(S3)C(=O)N)=C2C(=O)N)F)C=C1